[Cl-].[Ca+2].[Ca+2].[Cl-].[Cl-].[Cl-] Calcium Calcium chlorid